((tert-butyldimethylsilyl)oxy)-1-(2,2-dimethylcyclopropyl)ethan-1-one oxime [Si](C)(C)(C(C)(C)C)OCC(=NO)C1C(C1)(C)C